COC=1C(=CC(=C(C1)N1CCC(CC1)N1CCN(CC1)CC1CCN(CC1)C=1C=CC(=NC1)C(=O)O)C=1C=NN(C1)C)[N+](=O)[O-] 5-(4-((4-(1-(5-methoxy-2-(1-methyl-1H-pyrazol-4-yl)-4-nitrophenyl)piperidin-4-yl)piperazin-1-yl)methyl)piperidin-1-yl)picolinic acid